2-(dimethylamino)propionic acid dodecyl ester C(CCCCCCCCCCC)OC(C(C)N(C)C)=O